6-diphosphofructose sodium [Na].P(=O)(O)(OP(=O)(O)O)OC[C@H]([C@H]([C@@H](C(CO)=O)O)O)O